N-(1H-indazol-5-ylmethyl)-1-(1-naphthyl)cyclopropanamine N1N=CC2=CC(=CC=C12)CNC1(CC1)C1=CC=CC2=CC=CC=C12